C(C)(C)(C)OC(=O)N1CC2(C1)C(CC(C2)CN2CCN(CC2)C2=CC1=C(N(C(N1C)=O)C1C(NC(CC1)=O)=O)C=C2)=O 7-((4-(1-(2,6-dioxopiperidin-3-yl)-3-methyl-2-oxo-2,3-dihydro-1H-benzo[d]imidazol-5-yl)piperazin-1-yl)methyl)-5-oxo-2-azaspiro[3.4]octane-2-carboxylic acid tert-butyl ester